CO[C@H]1[C@@H](O[C@@H]([C@H]([C@@H]1OC)OC)CO[C@H]1[C@H](OC)[C@H](OC)[C@@H](OC)[C@@H](O1)C)OC1=CC=C(C(/C=C/C2=CC(=C(C=C2)OC)OC)=O)C(=C1)OC 4'-[[2-O,3-O,4-O-Trimethyl-6-O-(2-O,3-O,4-O-trimethyl-6-deoxy-alpha-L-mannopyranosyl)-beta-D-glucopyranosyl]oxy]-3,4,6'-trimethoxychalcone